6-bromo-1,4-dihydro-2H-pyrido[3,2-d][1,3]Oxazin-2-one BrC=1C=CC=2NC(OCC2N1)=O